Sodium diphenyl oxide C1(=CC=CC=C1)OC1=CC=CC=C1.[Na]